3-Chlorodibenzo[b,e][1,4]oxazepin ClC=1C=CC=2C(=NC3=C(OC2)C=CC=C3)C1